N-[2-bromo-4-(perfluoroisopropyl)-6-methylthiophenyl]-3-(cyclopropylmethylamino)-2-fluorobenzamide BrC1=C(C(=CC(=C1)C(C(F)(F)F)(C(F)(F)F)F)SC)NC(C1=C(C(=CC=C1)NCC1CC1)F)=O